ClC1=C(C=2C(=NC=C(C2)C=2C=C3N(N2)CCC32CN(C2)C(=O)NCC)N1)CC 2'-(2-chloro-3-ethyl-1H-pyrrolo[2,3-b]pyridin-5-yl)-N-ethyl-5',6'-dihydrospiro[azetidine-3,4'-pyrrolo[1,2-b]pyrazole]-1-carboxamide